OC[C@H]1N(C(CC1)=O)C=1C=C(C=NC1)C=1C=C2CCC(N(C2=CC1)C)=O 6-[5-((S)-2-Hydroxymethyl-5-oxo-pyrrolidin-1-yl)-pyridin-3-yl]-1-methyl-3,4-dihydro-1H-quinolin-2-one